4,4'-dihydroxy-3,3',5,5'-tetramethylbiphenyldiglycidyl ether OC=1C2(C(C(=CC1C)C1=CC(=C(C(=C1)C)O)C)C1C(COCC3C2O3)O1)C